O(C)COC1=CC=C(C=C1)OCOC 1,4-bis(methoxyl-methoxy)benzene